C1(CC1)N1CCCC1 Cyclopropylpyrrolidin